CC1=C(C=CC(=C1)N1CCOCC1)NC(=O)C=1C=NN2C1N=C(C=C2)N[C@H]2CNCCC2 (R)-N-(2-methyl-4-morpholinophenyl)-5-(piperidin-3-ylamino)pyrazolo[1,5-a]pyrimidine-3-carboxamide